tert-butyl 4-(6-amino-5-methoxy-pyridin-3-yl)-1H-pyrazole-1-carboxylate NC1=C(C=C(C=N1)C=1C=NN(C1)C(=O)OC(C)(C)C)OC